O1CCCC=2C(=CC=CC12)C#N chromane-5-carbonitrile